O=C1N(C(CC1)=O)OC(CCC#C)=O pent-4-ynoic acid-2,5-dioxopyrrolidin-1-yl ester